3-amino-4-bromo-6-chloro-pyridazine NC=1N=NC(=CC1Br)Cl